S1C(=NC2=C1C=CC=C2)NC(=O)C2=C1C=C(C=NC1=CC=C2)C2=CC=C(C=N2)C=2C=NN(C2C)CC21CC3(CC(CC(C2)(C3)OCCNCCS(=O)(=O)O)(C1)C)C 6-[5-(1,3-benzothiazol-2-ylcarbamoyl)quinolin-3-yl]-3-(1-[(3,5-dimethyl-7-(2-[(2-sulfoethyl)amino]ethoxy)tricyclo[3.3.1.13,7]dec-1-yl)methyl]-5-methyl-1H-pyrazol-4-yl)pyridine